7-fluoro-6-(methyl-(1-propynylpiperidin-3-yl)amino)-4-(1-methyl-1H-pyrazol-4-yl)-1H-pyrrolo[3,4-c]pyridin-3(2H)-one FC=1C2=C(C(=NC1N(C1CN(CCC1)C#CC)C)C=1C=NN(C1)C)C(NC2)=O